ethyl 3-(bromozincio)propanoate Br[Zn]CCC(=O)OCC